2-(2-chlorobenzothiophen-6-yl)-N-[(2S)-2-hydroxy-2-(3-pyridyl)ethyl]-N-propyl-acetamide ClC=1SC2=C(C1)C=CC(=C2)CC(=O)N(CCC)C[C@H](C=2C=NC=CC2)O